CC1=CN=C(S1)C1(NC(=CC(=N1)NC1CNCC1)CN1CCOCC1)N 2-(5-methylthiazol-2-yl)-6-(morpholinomethyl)-N4-(pyrrolidin-3-yl)pyrimidine-2,4-diamine